C1(NCCC2CC=CC=C12)=O TETRAHYDROISOQUINOLIN-ONE